4-(5-(quinoxalin-6-yl)-3-(3'-(trifluoromethoxy)-[1,1'-biphenyl]-4-yl)-4,5-dihydro-1H-pyrazol-1-yl)butanoic acid N1=CC=NC2=CC(=CC=C12)C1CC(=NN1CCCC(=O)O)C1=CC=C(C=C1)C1=CC(=CC=C1)OC(F)(F)F